4-fluoro-1-(1-(hydroxymethyl)cyclopropyl)-N,N-bis(4-methoxybenzyl)-1H-pyrazole-3-sulphonamide FC=1C(=NN(C1)C1(CC1)CO)S(=O)(=O)N(CC1=CC=C(C=C1)OC)CC1=CC=C(C=C1)OC